N-(6-amino-5-ethyl-3-pyridyl)-2-[(2S,5R)-2-(1,3-Benzothiazol-5-yl)-5-methyl-1-piperidyl]-2-oxo-acetamide NC1=C(C=C(C=N1)NC(C(=O)N1[C@@H](CC[C@H](C1)C)C=1C=CC2=C(N=CS2)C1)=O)CC